ClC1=C(C=C(C=C1)CC(=O)O)[C@H](CN[C@H](C1=CC=CC=C1)[C@H]1CNC2=C(O1)N=CC=C2)C |&1:11| 2-(4-chloro-3-((R and S)-1-(((R)-((R)-2,3-dihydro-1H-pyrido[2,3-b][1,4]oxazin-3-yl)(phenyl)methyl)amino)propan-2-yl)phenyl)acetic acid